vinylphthalic acid (vinyl phthalate) C(=C)C1=C(C(C(=O)O)=CC=C1)C(=O)O.C(=C)C1=C(C(C(=O)O)=CC=C1)C(=O)O